ClC1=CC=C(C=C1)S(=O)(=O)NC(C1=CC=CC=C1)=O N-(4-chlorophenyl)sulfonylbenzamide